9-Methoxybicyclo[5.4.0]undeca-1(7),8,10-triene COC1=CC=2CCCCCC2C=C1